CN1N=C(C=C1)C=1C=C(N)C=CC1 3-(1-methylpyrazol-3-yl)aniline